tetrahydro-(2H)-1,3,5-thiadiazine-2-thione S1C(NCNC1)=S